N1-[2-(dimethylamino)ethyl]-N1,2-dimethylbenzene-1,4-diamine CN(CCN(C1=C(C=C(C=C1)N)C)C)C